N-[[6-(1-ethyl-5-methyl-pyrazole-4-carbonyl)-6-azaspiro[2.5]octan-2-yl]methyl]furo[2,3-c]pyridine-2-carboxamide C(C)N1N=CC(=C1C)C(=O)N1CCC2(C(C2)CNC(=O)C2=CC=3C(=CN=CC3)O2)CC1